ethyl 7-bromo-4-(bromomethyl)-2-methoxyquinoline-3-carboxylate BrC1=CC=C2C(=C(C(=NC2=C1)OC)C(=O)OCC)CBr